(R)-3-(2-(trans-4-(2-aminoethylamino)cyclohexyl)acetamido)-2-hydroxy-3,4-dihydro-2H-benzo[e][1,2]oxaborinine-8-carboxylic acid dihydrochloride Cl.Cl.NCCN[C@@H]1CC[C@H](CC1)CC(=O)N[C@@H]1B(OC2=C(C1)C=CC=C2C(=O)O)O